6-(2-{[(3R,4R)-3-fluoro-2,2,6,6-tetramethylpiperidin-4-yl](methyl)amino}[1,3]thiazolo[5,4-d]pyrimidin-5-yl)-2-methylimidazo[1,2-a]pyridine-8-carbonitrile dihydrochloride Cl.Cl.F[C@H]1C(NC(C[C@H]1N(C=1SC=2N=C(N=CC2N1)C=1C=C(C=2N(C1)C=C(N2)C)C#N)C)(C)C)(C)C